(tert-butylcyclopentadienyl)trimethyl-platinum (IV) C(C)(C)(C)C1(C=CC=C1)[Pt](C)(C)C